2-(4-(8-oxa-3-azabicyclo[3.2.1]octan-3-yl)butyl)isoindoline-1,3-dione C12CN(CC(CC1)O2)CCCCN2C(C1=CC=CC=C1C2=O)=O